[Si](C)(C)(C(C)(C)C)O[C@@H]1C[C@H](N(C1)C(=O)OCC1=CC=CC=C1)C=O benzyl (2S,4R)-4-[tert-butyl(dimethyl)silyl]oxy-2-formylpyrrolidine-1-carboxylate